Di-secbutyl-furan Magnesium L-Threonat O=C([C@H](O)[C@@H](O)CO)[O-].[Mg+2].C(C)(CC)C1=C(OC=C1)C(C)CC.O=C([C@H](O)[C@@H](O)CO)[O-]